(4-(2-Oxoethyl)cyclohexyl)carbamic acid tert-butyl ester C(C)(C)(C)OC(NC1CCC(CC1)CC=O)=O